CC1(CN(CCC1=C)C(=O)OCC1=CC=CC=C1)C(=O)OCC 1-benzyl 3-ethyl 3-methyl-4-methylenepiperidine-1,3-dicarboxylate